3-(8-chloro-1,2,3,5,6,7-hexahydro-s-indacen-4-yl)-1-[4-([[(1-hydroxycyclobutyl)methyl](methyl)amino]methyl)-5-methylfuran-2-ylsulfonyl]urea ClC=1C=2CCCC2C(=C2CCCC12)NC(NS(=O)(=O)C=1OC(=C(C1)CN(C)CC1(CCC1)O)C)=O